BrCCCCCCOC1=CC(=C(C=C1)C)[N+](=O)[O-] 4-((6-Bromohexyl)oxy)-1-methyl-2-nitrobenzene